(1R,3S)-camphoric acid C([C@@]1(C)C(C)(C)[C@@H](C(=O)O)CC1)(=O)O